n-methylpyridinium tetrakis(pentafluorophenyl)borate FC1=C(C(=C(C(=C1[B-](C1=C(C(=C(C(=C1F)F)F)F)F)(C1=C(C(=C(C(=C1F)F)F)F)F)C1=C(C(=C(C(=C1F)F)F)F)F)F)F)F)F.C[N+]1=CC=CC=C1